methanofuran C1=CC(=CC=C1CCN([C@@H](CCC(=O)N)C(=O)O)C(=O)CC[C@@H](C(=O)O)NC(=O)CCC(C(CCC(=O)O)C(=O)O)C(=O)O)OCC2=COC(=C2)CN